[Si](C)(C)(C(C)(C)C)OC1CC2CN(CC(C1)N2)C(=O)OC(C)(C)C tertbutyl 7-((tert-butyldimethylsilyl)oxy)-3,9-diazabicyclo[3.3.1]nonane-3-carboxylate